2,5-bis(1,2,4-triazole-1-yl)terephthalic acid N1(N=CN=C1)C1=C(C(=O)O)C=C(C(=C1)C(=O)O)N1N=CN=C1